C1(CCCC1)OC=1C=C(C=CC1OC)C1=C(C=CC(=N1)C=1CB(OC1)O)F 4-(6-(3-(cyclopentyloxy)-4-methoxyphenyl)-5-fluoropyridin-2-yl)-1,2-oxaborol-2-ol